7-fluoro-N-(tetrahydro-2H-pyran-4-yl)pyrimido[1,6-b]indazol-3-amine FC=1C=CC2=C3N(N=C2C1)C=NC(=C3)NC3CCOCC3